(E)-1-(4-(4-chloropyridin-3-yl)piperazin-1-yl)-4-(dimethylamino)but-2-en-1-one ClC1=C(C=NC=C1)N1CCN(CC1)C(\C=C\CN(C)C)=O